Cl.ClC=1C(=NC=CN1)C(C)N 1-(3-chloropyrazin-2-yl)ethanamine hydrochloride